2-(5-bromo-7-fluoro-2-methyl-2H-indazol-3-yl)-1,1,1-trifluoropropan-2-ol BrC1=CC2=C(N(N=C2C(=C1)F)C)C(C(F)(F)F)(C)O